methyl 4-((2-amino-4-hydroxy-6-methylpyrimidin-5-yl) methyl)-3-methoxybenzoate NC1=NC(=C(C(=N1)O)CC1=C(C=C(C(=O)OC)C=C1)OC)C